butyl (3e)-3-(1,1,1-trifluoropropan-2-ylidene)pyrrolidine-1-carboxylate FC(\C(\C)=C/1\CN(CC1)C(=O)OCCCC)(F)F